5-(2-(diisopropylcarbamoyl)-4-fluorophenoxy)pyrimidine-1-oxide C(C)(C)N(C(=O)C1=C(OC=2C=NC=[N+](C2)[O-])C=CC(=C1)F)C(C)C